cyclopropanepropionate C1(CC1)CCC(=O)[O-]